10,13-dihydro-11H-[1,3]dioxolo[4,5-g]pyrano[3',4':6,7]indolizino[1,2-b]quinolin-8,11(7H)-dione O1COC=2C1=CC=1C=C3C(=NC1C2)C2=CC1=C(C(N2C3)=O)COC(C1)=O